tert-butyl N-[5-bromo-6-(difluoromethyl)-2-pyridyl]carbamate BrC=1C=CC(=NC1C(F)F)NC(OC(C)(C)C)=O